FC1=CC(=C(C=C1C1=CC=C(C=C1)N1CCOCC1)NC(=O)C1=CN(C(C=C1C(F)(F)F)=O)C)N1C[C@H](N([C@H](C1)C)C)C N-[4-fluoro-5-(4-morpholin-4-ylphenyl)-2-[(3R,5S)-3,4,5-trimethylpiperazin-1-yl]phenyl]-1-methyl-6-oxo-4-(trifluoromethyl)pyridine-3-carboxamide